ClC1=CC=CC2=C1NC(=N2)C(=O)N2C(C=1C=CC=NC1CC2)C (7-Chloro-1H-benzimidazol-2-yl)-(5-methyl-7,8-dihydro-5H-1,6-naphthyridin-6-yl)methanone